[N+](=O)([O-])C1=CC=C(C=C1)OC(=O)N1C[C@@H](CCC1)N1C(CCC1)=O (R)-3-(2-oxopyrrolidin-1-yl)piperidine-1-carboxylic acid 4-nitrophenyl ester